FC=1C=C2C(=C(NC2=CC1)C(=O)OCC)C=1N=NN(C1)CC1CCN(CC1)CCNS(=O)(=O)C1=CC=C(C=C1)C(F)(F)F Ethyl 5-fluoro-3-(1-((1-(2-((4-(trifluoromethyl) phenyl) sulfonamido) ethyl) piperidin-4-yl) methyl)-1H-1,2,3-triazol-4-yl)-1H-indole-2-carboxylate